N-(1-(6,7-difluoro-1-oxo-1,2-dihydroisoquinolin-4-yl)ethyl)-N,1-dimethyl-1H-indole-5-carboxamide FC=1C=C2C(=CNC(C2=CC1F)=O)C(C)N(C(=O)C=1C=C2C=CN(C2=CC1)C)C